tert-butyl 4-(2-methyl-4-nitrobenzyl)piperidine-1-carboxylate CC1=C(CC2CCN(CC2)C(=O)OC(C)(C)C)C=CC(=C1)[N+](=O)[O-]